FCC1CNCCC1NC(=O)C1=CC(=CC=2N(C=NC21)CC(F)(F)F)C#CCNC2=C(C=C(C=C2)S(=O)(=O)C)OC N-[3-(fluoromethyl)-4-piperidyl]-6-[3-(2-methoxy-4-methylsulfonyl-anilino)prop-1-ynyl]-1-(2,2,2-trifluoroethyl)benzimidazole-4-carboxamide